cyclopropa[1,2]Benzen-3-ol C1C=2C=CC(=CC21)O